FC1=C(C=CC=C1)N1N=NC(=C1)C(COC)N1C=C(C2=C1N=CN=C2N)C=2C(=NC=CC2)OC 7-{1-[1-(2-fluorophenyl)-1H-1,2,3-triazol-4-yl]-2-methoxyethyl}-5-(2-methoxypyridin-3-yl)-7H-pyrrolo[2,3-d]Pyrimidin-4-amine